1,4-Diamino-benzol NC1=CC=C(C=C1)N